TRIETHYLENTETRAMIN NCCNCCNCCN